NC1(CCN(C2=CC=CC=C12)C(=O)OC(C)(C)C)C tert-butyl 4-amino-4-methyl-2,3-dihydroquinoline-1-carboxylate